3-benzyl-6-hydroxy-1,5-dimethyl-3,8-diazabicyclo[3.2.1]octane-8-carboxylate C(C1=CC=CC=C1)N1CC2(CC(C(C1)(N2C(=O)[O-])C)O)C